7-{2,6-Difluoro-4-[(3S)-3-fluoro-pyrrolidine-1-sulfonyl]phenyl}-5-methylquinoline-2-carbonitrile FC1=C(C(=CC(=C1)S(=O)(=O)N1C[C@H](CC1)F)F)C1=CC(=C2C=CC(=NC2=C1)C#N)C